1-(5-(2-methoxy-4-(trifluoromethoxy)phenyl)-1H-indol-3-yl)-3-(4-(trifluoromethyl)phenyl)urea COC1=C(C=CC(=C1)OC(F)(F)F)C=1C=C2C(=CNC2=CC1)NC(=O)NC1=CC=C(C=C1)C(F)(F)F